NC=1NC(C2=C(N1)NC(=C2C=2C=C(C=CC2)C)C2=CC=C(C(=O)N(C)C)C=C2)=O 4-(2-amino-4-oxo-5-(3-tolyl)-4,7-dihydro-3H-pyrrolo[2,3-d]pyrimidin-6-yl)-N,N-dimethylbenzamide